N=C1N(C2=C(C=NC=3C=CC(=CC23)C=2C=NC(=CC2)OC)N1C)C=1C=C(C#N)C=CC1C 3-(2-Imino-8-(6-methoxypyridin-3-yl)-3-methyl-2,3-dihydro-1H-imidazo[4,5-c]quinolin-1-yl)-4-methylbenzonitrile